3-((3-methyl-1,4-dioxo-1,4-dihydronaphthalen-2-yl)thio)propanoic acid CC1=C(C(C2=CC=CC=C2C1=O)=O)SCCC(=O)O